2,5-dimethyl-3-phenylquinazolin-4(3H)-one CC1=NC2=CC=CC(=C2C(N1C1=CC=CC=C1)=O)C